C1(CC1)C1=NN(C(=C1C(F)(F)F)C(=O)O)CC1C2(C13CC3)CC2 3-cyclopropyl-1-({dispiro[2.0.2.13]heptan-7-yl}methyl)-4-(trifluoromethyl)-1H-pyrazole-5-carboxylic acid